C(C1=CC=CC=C1)OC(=O)N1CC2(C1)CC(C2)C2=NC(=NN2)C2(CC2)NC(=O)OC(C)(C)C 6-[3-[1-(tert-butoxycarbonylamino)cyclopropyl]-1H-1,2,4-triazol-5-yl]-2-azaspiro[3.3]heptane-2-carboxylic acid benzyl ester